8-(7-bromo-2,3-dihydrobenzo[b][1,4]dioxin-6-yl)-2-morpholino-4H-chromen-4-one BrC=1C(=CC2=C(OCCO2)C1)C=1C=CC=C2C(C=C(OC12)N1CCOCC1)=O